(3Z)-16-iodo-3-hexadecene-1-ol ICCCCCCCCCCCC\C=C/CCO